2,2-bis(allyloxymethyl)-1-butanol C(C=C)OCC(CO)(CC)COCC=C